C(C=C)(=O)NC=1C=C(C(=O)O)C=C(C1)NC(C=C)=O 3,5-Bisacrylamidobenzoic acid